tert-butyl (N-((2-methyl-1H-indol-4-yl)methyl)sulfamoyl)carbamate CC=1NC2=CC=CC(=C2C1)CNS(=O)(=O)NC(OC(C)(C)C)=O